ClC1=CC(=C(C=C1)N1CC(N(C2(COC2)C1=O)CC1=CC=C(C=C1)C(F)(F)F)=O)F 8-(4-chloro-2-fluorophenyl)-5-(4-(trifluoromethyl)benzyl)-2-oxa-5,8-diazaspiro[3.5]nonane-6,9-dione